tert-butyl (R)-ethyl(1-(4-(4-hydroxyimidazo[2,1-f][1,2,4]triazin-2-yl)-5-methoxypyridin-2-yl)ethyl)carbamate C(C)N(C(OC(C)(C)C)=O)[C@H](C)C1=NC=C(C(=C1)C1=NN2C(C(=N1)O)=NC=C2)OC